7-(aminomethyl)-2-(4-phenoxyphenyl)-4,5,6,7-tetrahydropyrazolo[1,5-a]pyrimidine-3-carbonitrile NCC1CCNC=2N1N=C(C2C#N)C2=CC=C(C=C2)OC2=CC=CC=C2